4-(8-azabicyclo[3.2.1]octan-3-yl)-7-(8-ethyl-7-fluoronaphthalen-1-yl)-2-(((2R,7aS)-2-fluorohexahydro-1H-pyrrolizin-7a-yl)methoxy)-5,6,7,8-tetrahydropyrido[3,4-d]pyrimidine C12CC(CC(CC1)N2)C=2C1=C(N=C(N2)OC[C@]23CCCN3C[C@@H](C2)F)CN(CC1)C1=CC=CC2=CC=C(C(=C12)CC)F